N-(4-methyl-4-piperidinyl)acetamide CC1(CCNCC1)NC(C)=O